2,3-dihydroxyalanin O[C@](N)(CO)C(=O)O